OC(C(=O)O)NC(=O)C1=CC=CC=C1.C(C)(C)(CC)O[SiH](C)C T-pentoxydimethylsilane Hydroxyhippurate